6-methoxypyrazin-2-yl-dimethylphosphine oxide COC1=CN=CC(=N1)P(C)(C)=O